ClC1=C(C=CC=C1)CC(=O)NC1=CC(=C(C=C1)N1N=CC2=CC=CC=C12)S(N)(=O)=O 2-(2-chlorophenyl)-N-[4-(1H-indazol-1-yl)-3-sulfamoylphenyl]acetamide